5-(6-fluoro-2-(((3S,4S)-3-fluoro-1-(oxetan-3-yl)piperidin-4-yl)amino)-4-methoxypyrrolo[2,1-f][1,2,4]triazin-5-yl)-N-methylpyrazolo[1,5-a]pyridine-3-carboxamide FC=1C(=C2C(=NC(=NN2C1)N[C@@H]1[C@H](CN(CC1)C1COC1)F)OC)C1=CC=2N(C=C1)N=CC2C(=O)NC